3-(1-Oxo-5-(((S)-1-(quinolin-5-ylmethyl)pyrrolidin-3-yl)oxy)isoindolin-2-yl)piperidine-2,6-dione O=C1N(CC2=CC(=CC=C12)O[C@@H]1CN(CC1)CC1=C2C=CC=NC2=CC=C1)C1C(NC(CC1)=O)=O